C(CCC)C=1OC2=C(C1)C=CC=C2 2-butyl-benzofuran